2-pyridyl-imidazoline N1=C(C=CC=C1)N1C=NCC1